tert-butyl (2R)-2-(ethoxymethyl)morpholine-4-carboxylate C(C)OC[C@H]1CN(CCO1)C(=O)OC(C)(C)C